O1[C@@H](COCC1)COC1=NC(N2C(C3=CC=C(C=C3CC2)CCC(C)O)=C1)=O 2-((S)-1-[1,4]Dioxan-2-ylmethoxy)-9-(3-hydroxy-butyl)-6,7-dihydro-pyrimido[6,1-a]isoquinolin-4-one